ClC1=CC2=C(C=N1)C(=CN2)F 6-chloro-3-fluoro-1H-pyrrolo[3,2-c]pyridine